bismenthyl D-tartrate C(=O)(OC1CC(CCC1C(C)C)C)[C@@H](O)[C@H](O)C(=O)OC1CC(CCC1C(C)C)C